7-(sec-butoxy)-2-butyl-1-(4-methoxybenzyl)-1H-imidazo[4,5-d]pyridazin-4-amine C(C)(CC)OC=1N=NC(=C2C1N(C(=N2)CCCC)CC2=CC=C(C=C2)OC)N